C12C(CC(CC1O)C2)O exo-endo-bicyclo[2.2.1]Heptane-2,6-diol